5-Methyl-1-(1-(4-(4-methyl-3,4-dihydro-2H-pyrido[3,2-b][1,4]oxazin-7-yl)benzyl)-1H-indol-5-yl)-1H-pyrazol-3-carboxamid CC1=CC(=NN1C=1C=C2C=CN(C2=CC1)CC1=CC=C(C=C1)C1=CC=2OCCN(C2N=C1)C)C(=O)N